[Na].NCCN(S(=O)(=O)NC(CC1=C2CCCC2=CC=2CCCC12)=O)C=1C=NN(C1)C N-[(2-aminoethyl)(1-methyl-1H-pyrazol-4-yl)sulfamoyl]-2-(1,2,3,5,6,7-hexahydro-s-indacene-4-yl)acetamide, sodium salt